2-(2,6-dioxopiperidin-3-yl)-5-(9-(pyrrolidin-3-ylmethyl)-3,9-diazaspiro[5.5]undec-3-yl)isoindoline-1,3-dione O=C1NC(CCC1N1C(C2=CC=C(C=C2C1=O)N1CCC2(CC1)CCN(CC2)CC2CNCC2)=O)=O